ClC=1C(=C(CNC(CN(C(CN(C2=CC=CC=C2)CCC#N)=O)C(C)C)=O)C=CC1)F N-(2-((3-chloro-2-fluorobenzyl)amino)-2-oxoethyl)-2-((2-cyanoethyl)(phenyl)amino)-N-isopropylacetamide